3-[6-bromoimidazo[1,5-a]pyridin-1-yl]-5-cyclopropyl-4-[[2-(trimethylsilyl)ethoxy]methyl]-1,2,4-triazole 2-(6,6-dimethylbicyclo[3.1.1]hept-2-en-2-yl)ethyl-acetate CC1(C2CC=C(C1C2)CCOC(C)=O)C.BrC=2C=CC=1N(C2)C=NC1C1=NN=C(N1COCC[Si](C)(C)C)C1CC1